N4-(2-(dimethylamino)ethyl)-5-((5-isopropyl-2-(methylthio)pyridin-4-yl)oxy)pyrimidine-2,4-diamine CN(CCNC1=NC(=NC=C1OC1=CC(=NC=C1C(C)C)SC)N)C